ClC=1C=C(C=CC1)[C@]1(C(N(C=2C1=NC=CC2)C)=O)O (S)-3-(3-chlorophenyl)-3-hydroxy-1-methyl-1,3-dihydro-2H-pyrrolo[3,2-b]pyridin-2-one